FC1=C2C=CC=NC2=CC=C1CCNC(OC(C)(C)C)=O Tert-butyl (2-(5-fluoroquinolin-6-yl)ethyl)carbamate